2-({4-[3-(1-methyl-1H-pyrazol-3-yl)-1H-indazol-5-yl]-1-oxo-2,3-dihydro-1H-isoindol-2-yl}methyl)prop-2-enamide CN1N=C(C=C1)C1=NNC2=CC=C(C=C12)C1=C2CN(C(C2=CC=C1)=O)CC(C(=O)N)=C